FC1=CC=C(C(=O)OC2CN(C2)C=2N=C(C3=C(N2)CC[S+]3[O-])N(C3CCOCC3)C)C=C1 [1-[4-[methyl(tetrahydropyran-4-yl)amino]-5-oxido-6,7-dihydro-thieno[3,2-d]pyrimidin-5-ium-2-yl]azetidin-3-yl] 4-fluorobenzoate